(2-(2,6-dioxopiperidin-3-yl)-3-oxoisoindolin-5-yl)methyl(5-(difluoromethoxy)-2,4-difluorophenyl) carbamate C(N)(OC1=C(C(=C(C(=C1)OC(F)F)F)CC=1C=C2C(N(CC2=CC1)C1C(NC(CC1)=O)=O)=O)F)=O